COC(=O)C1=C(NC(=C1)C1=C2C(=NC=C1)N(C=C2)S(=O)(=O)C2=CC=CC=C2)C2=C(C(=CC=C2)C)F 2-(2-fluoro-3-methylphenyl)-5-[1-(benzenesulfonyl)-1H-pyrrolo[2,3-b]pyridin-4-yl]-1H-pyrrole-3-carboxylic acid methyl ester